ClC1=C(C(=O)O)C(=CC(=C1)C1=CC(=CC=C1)COC=1C=C2CN(C(C2=CC1)=O)C1CCCC1)Cl 2,6-Dichloro-4-{3-[(2-cyclopentyl-1-oxoisoindolin-5-yloxy)methyl]phenyl}benzoic acid